CN1N=CC2=CC=C(C(=C12)C)OC1CC2(CN(C2)CCCC2=CC(NN=C2)=O)C1 5-(3-(6-((1,7-dimethyl-1H-indazol-6-yl)oxy)-2-azaspiro[3.3]heptan-2-yl)propyl)pyridazin-3(2H)-one